5-azido-1-methyl-4-(6-(2,2,2-trifluoroacetamido)hexyl)-3,4-dihydro-2H-pyrrol-1-ium hexa-fluorophosphate F[P-](F)(F)(F)(F)F.N(=[N+]=[N-])C=1C(CC[N+]1C)CCCCCCNC(C(F)(F)F)=O